(9H-fluoren-9-yl)methyl (2-oxo-2-(((2,2,2-trifluoroethoxy)methyl)amino)ethyl)carbamate O=C(CNC(OCC1C2=CC=CC=C2C=2C=CC=CC12)=O)NCOCC(F)(F)F